C(C1=CC=CC=C1)OC1=C(N=CC2=C(C(=CC=C12)Cl)C(F)(F)F)C(=O)OC Methyl 4-(benzyloxy)-7-chloro-8-(trifluoromethyl)isoquinoline-3-carboxylate